OC1=C(OC2=C(C(=CC(=C2C1=O)O)O)O)C1=CC(=C(C=C1)O)O 3,5,7,8,3',4'-hexahydroxyflavone